2-bromo-6-(2-chlorophenyl)aniline BrC1=C(N)C(=CC=C1)C1=C(C=CC=C1)Cl